aminoHydroxyurea NN(C(=O)N)O